S'-(piperazine-1,4-diylbis(ethane-2,1-diyl)) bis(5-(bis(2-((tert-butyldimethylsilyloxy) oxy) dodecyl) amino) thiopentanoate) [Si](C)(C)(C(C)(C)C)OOC(CN(CCCCC(=S)OCCN1CCN(CC1)CCOC(CCCCN(CC(CCCCCCCCCC)OO[Si](C)(C)C(C)(C)C)CC(CCCCCCCCCC)OO[Si](C)(C)C(C)(C)C)=S)CC(CCCCCCCCCC)OO[Si](C)(C)C(C)(C)C)CCCCCCCCCC